N1(CCCC1)C1=C(C=C(C(=O)Cl)C=C1)C(F)(F)F 4-(pyrrolidin-1-yl)-3-(trifluoromethyl)benzoyl chloride